CC(C)(C)C1=C(C=CC(=C1)OC)O 2-(1,1-dimethylethyl)-4-methoxy-phenol